COC(=O)C1=C(C=CC=N1)C(=O)OC(C)(C)C pyridine-5,6-dicarboxylic acid 5-(tert-butyl) 6-methyl ester